Naphthalene Acrylate C(C=C)(=O)O.C1=CC=CC2=CC=CC=C12